C1(CC1)OC1=NC=C(C#N)C=C1 6-Cyclopropoxynicotinonitrile